1,5-bis(5-amidino-2-benzimidazolyl)pentane C(N)(=N)C1=CC2=C(N=C(N2)CCCCCC=2NC3=C(N2)C=CC(=C3)C(N)=N)C=C1